N1-Methyl-2'-O-Methylpseudouridine CN1C=C([C@H]2[C@H](OC)[C@H](O)[C@@H](CO)O2)C(NC1=O)=O